BrC1=CC(=C2CNC(C2=C1)=O)C1=CC=C(C=C1)NC(=O)NC1=CC(=CC(=C1)C)C 1-(4-(6-bromo-1-oxoisoindolin-4-yl)phenyl)-3-(3,5-dimethylphenyl)urea